ClC1=CC=C(C=C1)C=1C=C2C(=NC1)NC=C2C(=O)C=2C(=C(C=CC2C#N)NS(=O)(=O)CCC)F N-(3-(5-(4-chlorophenyl)-1H-pyrrolo[2,3-b]pyridine-3-carbonyl)-4-cyano-2-fluorophenyl)propane-1-sulfonamide